uridine phosphoramidate P(O)(=O)(N)OC[C@@H]1[C@H]([C@H]([C@@H](O1)N1C(=O)NC(=O)C=C1)O)O